COC(C1=C(C(=CC=C1C=C)C1=CC=2N(C=C1)N=C(N2)N)F)=O 3-(2-amino-[1,2,4]triazolo[1,5-a]pyridin-7-yl)-2-fluoro-6-vinylbenzoic acid methyl ester